N-(tert-butyloxycarbonyl)-D-leucyl-L-prolyl-{4-[N'-(ethoxycarbonyl)carbamimidoyl]benzyl}amide C(C)(C)(C)OC(=O)N[C@H](CC(C)C)C(=O)N1[C@@H](CCC1)C(=O)[N-]CC1=CC=C(C=C1)C(N)=NC(=O)OCC